4-carboxybenzenediazonium tetrafluoroborate salt F[B-](F)(F)F.C(=O)(O)C1=CC=C(C=C1)[N+]#N